C(C)OC(=O)C1(CC2=CC=C(C=C2C(C1)C(NC1=CC=CC=C1)=O)C#N)C(=O)OCC 6-cyano-4-(phenylcarbamoyl)-3,4-dihydronaphthalene-2,2(1H)-dicarboxylic acid diethyl ester